N-(4-{1-[(2,6-difluorophenyl)carbonyl]piperidin-4-yl}butyl)-1H-pyrrolo[3,2-c]pyridine-2-carboxamide FC1=C(C(=CC=C1)F)C(=O)N1CCC(CC1)CCCCNC(=O)C1=CC=2C=NC=CC2N1